Ethyl 7-(N,N-dioctylsulfamoyl)heptanoate C(CCCCCCC)N(S(=O)(=O)CCCCCCC(=O)OCC)CCCCCCCC